P(=O)(O)(O)O.P(O)(O)(O)=O phosphoric acid (dihydrogen phosphate)